tert-butyl (R)-3-((5-(1H-pyrazolo[3,4-c]pyridin-7-yl)pyridin-2-yl)carbamoyl)-3-fluoropiperidine-1-carboxylate N1N=CC=2C1=C(N=CC2)C=2C=CC(=NC2)NC(=O)[C@@]2(CN(CCC2)C(=O)OC(C)(C)C)F